C(C)(C)(C)OC(=O)N1[C@@H](CC(C1)F)C(=O)O (2S)-1-tert-butoxycarbonyl-4-fluoro-pyrrolidine-2-carboxylic acid